ClC=1C=2C(N=C3N(C2C=CC1)C1=CC=C(C=C1C3(C)C)C3CCN(CC3)C3=NOC=C3)=O 3-(4-(4-chloro-7,7-dimethyl-5-oxo-5,7-dihydroindolo[1,2-a]quinazolin-9-yl)piperidin-1-yl)isoxazol